[N-]=C=O.C=1(C(=CC=CC1)C)C 2-xylene isocyanate